1-(2-Hydroxy-4,6-dimethoxyphenyl)-3-(3-hydroxy-4-methoxyphenyl)prop-2-en-1-one OC1=C(C(=CC(=C1)OC)OC)C(C=CC1=CC(=C(C=C1)OC)O)=O